2-(2-bromo-5-methyl-8-oxo-5,8-dihydrospiro[cyclopenta[d][1,2,4]triazolo[1,5-a]pyrimidine-7,4'-piperidin]-4(6H)-yl)-N-(2-chloro-4-(trifluoromethyl)phenyl)acetamide hydrochloride Cl.BrC1=NN2C(N(C3=C(C2=O)C2(CCNCC2)CC3C)CC(=O)NC3=C(C=C(C=C3)C(F)(F)F)Cl)=N1